endo-8-[7-(4-chloro-2-methyl-2H-indazol-5-yl)-5H-pyrrolo[2,3-b]pyrazin-3-yl]-8-azabicyclo[3.2.1]octan-3-amine ClC=1C2=CN(N=C2C=CC1C1=CNC2=NC(=CN=C21)N2C1CC(CC2CC1)N)C